3-(biphenyl-4-yl)-4-phenyl-5-(4-t-butylphenyl)-1,2,4-Triazole C1(=CC=C(C=C1)C1=NN=C(N1C1=CC=CC=C1)C1=CC=C(C=C1)C(C)(C)C)C1=CC=CC=C1